C(C)(=O)O[C@H]1[C@H](O[C@H]([C@@H]([C@H]1OC(C)=O)NC(C)=O)OCCOCCOCCOCCN=[N+]=[N-])COC(C)=O (2R,3R,4R,5R,6R)-5-acetamido-2-(acetoxymethyl)-6-(2-(2-(2-(2-azidoethoxy)ethoxy)ethoxy)ethoxy)tetrahydro-2H-pyran-3,4-diyl Diacetate